C(C)(C)(C)NC(=O)C=1SC(=CC1B(O)O)CC(C)C 2-(TERT-BUTYLCARBAMOYL)-5-ISOBUTYLTHIOPHEN-3-YLBORONIC ACID